C(C)(=O)C=1N=CC(=NC1)C=O 5-ACETYL-PYRAZINECARBOXALDEHYDE